N1(CCC1)C(CN1N=CC=2C1=NC(=CN2)C2=CC(=C(C=C2)F)OC(F)F)=O 1-(Azetidin-1-yl)-2-[6-[3-(difluoromethoxy)-4-fluoro-phenyl]pyrazolo[3,4-b]pyrazin-1-yl]ethanone